FC=1C=C(C=C(C1)F)C1=CC=C(C=C1)Cl 3',5'-difluoro-4-chlorobiphenyl